5-[(1s,4s)-4-{[(2-methylpropan-2-yl)diphenylsilyl]oxy}cyclohexyl]-1-(2-methylpropan-2-yl)pyrazol-3-amine CC(C)(C)[Si](OC1CCC(CC1)C1=CC(=NN1C(C)(C)C)N)(C1=CC=CC=C1)C1=CC=CC=C1